4-bromo-2,3-dimethyl-2H-pyrazolo[3,4-c]pyridine BrC=1C=2C(C=NC1)=NN(C2C)C